morpholino-N,N-diMethylacetamide O1CCN(CC1)CC(=O)N(C)C